p-bromo-N-(4-chloro-2-fluoro-phenyl)pyrazin BrN1C=CN(C=C1)C1=C(C=C(C=C1)Cl)F